CSC1=NC=C(C=N1)C=1N=NN(C1)CCCCCC(=O)O 6-(4-(2-(methylthio)pyrimidin-5-yl)-1H-1,2,3-triazol-1-yl)hexanoic acid